ClC(C(NC)Cl)N 1,2-dichloro-methylethylenediamine